FC1(CCC(CC1)NC(=O)C=1SC(=C(C1)[C@H]1[C@@H](C1)NC1CCOCC1)C)F N-(4,4-difluoro-cyclohexyl)-5-methyl-4-(trans-2-(tetrahydro-2H-pyran-4-ylamino)-cyclopropyl)thiophene-2-carboxamide